tert-butyl (R)-2-((R)-4-(2,4-difluoro-6-(2-methoxyethoxy)phenyl)-3-fluoro-7-hydroxyfuro[2,3-c]pyridin-5-yl)-4-methyl-6,7-dihydropyrazolo[1,5-a]pyrazine-5(4H)-carboxylate FC1=C(C(=CC(=C1)F)OCCOC)C1=C2C(=C(N=C1C1=NN3C([C@H](N(CC3)C(=O)OC(C)(C)C)C)=C1)O)OC=C2F